2-chloro-4,5,6,7-tetrahydro-1H-azepine-1-carbonyl chloride ClC=1N(CCCCC1)C(=O)Cl